C(C)(C)(C)C1=CC=C(C=C1)S(=O)(=O)NC1=CC(=C(C(=C1)O)N1S(NC(C1)=O)(=O)=O)F 4-tert-butyl-N-[4-(1,1-dioxido-4-oxo-1,2,5-thiadiazolidin-2-yl)-3-fluoro-5-hydroxyphenyl]benzenesulfonamide